2-((4-((R)-2-(4-chloro-2-fluorophenyl)-2,3-dihydrobenzofuran-4-yl)piperidin-1-yl)methyl)-1-(((S)-oxetan-2-yl)methyl)-1H-benzo[d]imidazole-6-carboxylic acid ClC1=CC(=C(C=C1)[C@@H]1OC2=C(C1)C(=CC=C2)C2CCN(CC2)CC2=NC1=C(N2C[C@H]2OCC2)C=C(C=C1)C(=O)O)F